CC1(OCC(O1)CCC(=O)C1=CC=CC=C1)C1=CC=CC=C1 (±)-3-(2-methyl-2-phenyl-1,3-dioxolan-4-yl)-1-phenylpropan-1-one